2-(pyridin-4-ylmethyl)-2,6,7,8-tetrahydro-1H-pyrrolo[2,3-e][1,2,4]triazolo[4,3-a]pyridin-1-one N1=CC=C(C=C1)CN1N=C2N(C3=C(C=C2)NCC3)C1=O